CS(=O)(=O)NC1=NN(C=C1)C(=O)N1CC2C(C1)CN(C2)CC2=C(C=C(C=C2)C(F)(F)F)NCCCC(=O)O 4-((2-((5-(3-(Methylsulfonamido)-1H-pyrazole-1-carbonyl)hexahydropyrrolo[3,4-c]pyrrol-2(1H)-yl)methyl)-5-(trifluoromethyl)phenyl)amino)butanoic acid